ClC1=CC=C(C=C1)S(=O)(=O)O 4-Chlorophenylsulfonic acid